N1=C(C=CC=C1)C#CC1=CC2=C(NC(=N2)C2=CC=C(C=C2)NC(C)=O)C=C1 N-(4-(5-(PYRIDIN-2-YLETHYNYL)-1H-BENZO[D]IMIDAZOL-2-YL)PHENYL)ACETAMIDE